2-hydroxydodecyldimethylphosphine oxide OC(CP(C)(C)=O)CCCCCCCCCC